C(C)(C)(C)OC(=O)N1CCC(CC1)CCOCCO 4-(2-(2-Hydroxyethoxy)ethyl)piperidine-1-carboxylic acid tert-butyl ester